tri-tertbutylphosphonium tetrafluoroborate F[B-](F)(F)F.C(C)(C)(C)[PH+](C(C)(C)C)C(C)(C)C